C(C)(C)C1=C(C=CC=C1)N1/C(/SC(=CC1=O)C1=CC(=CC=C1)OC)=N/C(C1=CC=CC=C1)=O (Z)-N-(3-(2-isopropylphenyl)-4-keto-6-(3-methoxyphenyl)-3,4-dihydro-2H-1,3-thiazin-2-ylidene)benzamide